ClC=1N=C2C(=C(C(N(C2=CC1)C)=O)C#N)N1CCC(CC1)(O)[C@H](C(F)(F)F)C1=NC=C(C=C1)Cl 6-chloro-4-[4-[(1R)-1-(5-chloro-2-pyridyl)-2,2,2-trifluoro-ethyl]-4-hydroxy-1-piperidyl]-1-methyl-2-oxo-1,5-naphthyridine-3-carbonitrile